2-(methylsulfonyl)pyrimidine-5-carboxylic acid ethyl ester C(C)OC(=O)C=1C=NC(=NC1)S(=O)(=O)C